2-Boc-8-carboxyl-1,2,3,4-tetrahydroisoquinoline C(=O)(OC(C)(C)C)N1CC2=C(C=CC=C2CC1)C(=O)O